NC1CCN(CC1)C(=O)[C@H]1CN(C[C@H](O1)C)C1=C2C=CC=NC2=C(C=C1)C(F)(F)F (4-amino-1-piperidyl)-[(2R,6R)-6-methyl-4-[8-(trifluoromethyl)-5-quinolyl]morpholin-2-yl]methanone